tert-butyl 3-methylidenepiperidine-1-carboxylate C=C1CN(CCC1)C(=O)OC(C)(C)C